N-(1-(propylcarbamoyl)-2-phenylethyl)butyramide C(CC)NC(=O)C(CC1=CC=CC=C1)NC(CCC)=O